7-[5-(4-fluorophenyl)-3-isopropyl-2-oxo-4-phenyl-3-(phenylcarbamoyl)-2,3-dihydro-1H-pyrrol-1-yl]-3,5-dihydroxyheptanoic acid FC1=CC=C(C=C1)C1=C(C(C(N1CCC(CC(CC(=O)O)O)O)=O)(C(NC1=CC=CC=C1)=O)C(C)C)C1=CC=CC=C1